C(#N)C1=CC=2N(N=C1)C(=CC2)C2=CC(=C(C=N2)C2=NN=C(S2)N2C[C@H]1CC[C@@H](C2)C1NC(=O)C1CC1)NC(C)C N-((1R,5S,8s)-3-(5-(6-(3-cyanopyrrolo[1,2-b]pyridazin-7-yl)-4-(isopropylamino)pyridin-3-yl)-1,3,4-thiadiazol-2-yl)-3-azabicyclo[3.2.1]oct-8-yl)cyclopropanecarboxamide